4-amino-N-(4-aminobutyl)-3-methoxybenzamide NC1=C(C=C(C(=O)NCCCCN)C=C1)OC